C(C)(=O)O[C@@H]1C[C@@H](N(C1)C(=O)OC(C)(C)C)C(NC1=C(C=CC(=C1)C(CCC1CC1)(N[S@](=O)C(C)(C)C)C1=CC(=CC=C1)C#N)F)=O (2R,4R)-tert-butyl 4-acetoxy-2-(5-((-)-1-(3-cyanophenyl)-3-cyclopropyl-1-((R)-1,1-dimethylethylsulfinamido)propyl)-2-fluorophenylcarbamoyl)pyrrolidine-1-carboxylate